C1(=CC=C(C=C1)C(CO)O)C (4-tolyl)-1,2-ethylene glycol